(5-(1-ethyl-1H-pyrazol-3-yl)-1,2,4-oxadiazol-3-yl)-1,2,3,4-tetrahydroquinoline-6-carbaldehyde C(C)N1N=C(C=C1)C1=NC(=NO1)N1CCCC2=CC(=CC=C12)C=O